CC=1C(=C(C=C(C1)C(F)(F)F)O)C=1N=NC(=CC1)N[C@@H]1[C@H](NCCC1)C 3-methyl-2-(6-(((2r,3s)-2-methylpiperidin-3-yl)amino)pyridazin-3-yl)-5-(trifluoromethyl)phenol